FC([C@@H](C)NC1=NC(=NC(=N1)N[C@@H](C(F)(F)F)C)C1=CC=CC(=N1)S)(F)F 6-(4,6-Bis(((R)-1,1,1-Trifluoropropan-2-yl)Amino)-1,3,5-Triazin-2-yl)Pyridine-2-Thiol